C(#N)C(=NNC1=CC2=C(N=C(S2)N2CCN(CC2)C(=O)OC(C)(C)C)C=C1)C#N tert-butyl 4-(6-(2-(dicyano-methylene)hydrazinyl)benzo[d]thiazol-2-yl)piperazine-1-carboxylate